γ-aminobutyric acid L-Glutamate N[C@@H](CCC(=O)O)C(=O)O.NCCCC(=O)O